Benzyl 4-(t-butyl) (S)-2-(sulfydrylmethyl)piperazin-1,4-dicarboxylate SC[C@H]1N(CCN(C1)C(=O)OC(C)(C)C)C(=O)OCC1=CC=CC=C1